CONC(C1=CC(=CC=C1)CC(=O)C1=C(C=CC=C1)OC)=O N-methoxy-3-[2-(2-methoxyphenyl)-2-oxoethyl]benzamide